CC1=NC=CC(=C1NC(\C=C\C1=CC=C2C(=NN(C2=C1)C1OCCCC1)C)=O)C (2E)-N-(2,4-dimethylpyridin-3-yl)-3-[3-methyl-1-(oxan-2-yl)indazol-6-yl]prop-2-enamide